5-fluoro-3-[3-(3-fluoro-5-methylphenyl)-4-[3-(pyrrolidin-1-ylmethyl)azetidin-1-yl]quinolin-6-yl]-2-hydroxybenzonitrile FC=1C=C(C(=C(C#N)C1)O)C=1C=C2C(=C(C=NC2=CC1)C1=CC(=CC(=C1)C)F)N1CC(C1)CN1CCCC1